Dimethyl 6,6'-disulfanediyldipicolinate S(SC1=CC=CC(=N1)C(=O)OC)C1=CC=CC(=N1)C(=O)OC